O[C@@H](C(=O)OC)C methyl (2R)-2-hydroxypropanoate